ethyl 3-aminocyclobutane-1-carboxylate HCl salt Cl.NC1CC(C1)C(=O)OCC